tert-butyl N-(4-bromo-2-hydroxy-phenyl)carbamate BrC1=CC(=C(C=C1)NC(OC(C)(C)C)=O)O